CNC(=O)C1=CC=CC=C1 methylphenylcarboxamide